BrC1=NN(C(=N1)N1C[C@@H](CC1)O)CC1=CC=C(C=C1)OC (R)-1-(3-Bromo-1-(4-methoxybenzyl)-1H-1,2,4-triazol-5-yl)pyrrolidin-3-ol